3-bromo-N-(1-(1-(3-fluorobenzyl)-1H-benzo[d]imidazol-2-yl)piperidin-4-yl)-1-methyl-1H-pyrazolo[4,3-d]pyrimidin-7-amine BrC1=NN(C2=C1N=CN=C2NC2CCN(CC2)C2=NC1=C(N2CC2=CC(=CC=C2)F)C=CC=C1)C